C(C)(C)(C)N(C(O)=O)C1=C2N=CN(C2=NC=N1)CC1=C(C=C(C=C1N1CC(CC1)(C1=NNC=N1)NC(=O)OC(C)(C)C)Cl)Br.OC(CN(C1=CC=CC=C1)CC(C)O)C N,N-bis(2-hydroxypropyl)aniline tert-butyl-(9-(2-bromo-6-(3-((tert-butoxycarbonyl)amino)-3-(1H-1,2,4-triazol-3-yl)pyrrolidin-1-yl)-4-chlorobenzyl)-9H-purin-6-yl)carbamate